OC1=C(C=CC=C1)/C=C/C(=O)C1=CC(OC2=CC(=CC=C12)O)=O (E)-4-(3-(2-hydroxyphenyl)acryloyl)-7-hydroxycoumarin